BrC=1C=C(C=CC1)P(C)(C)=O (3-Bromophenyl)dimethylphosphine Oxide